(S)-3-amino-5-methyl-7-((1-methyl-1H-pyrazol-3-yl)oxy)-2,3-dihydrobenzo[b][1,4]oxazepin-4(5H)-one N[C@@H]1C(N(C2=C(OC1)C=CC(=C2)OC2=NN(C=C2)C)C)=O